ClC=1C(=NC(=NC1)NC1=CC=C(C=C1)N1CCOCC1)OCC1CCCCC1 5-chloro-4-(cyclohexylmethoxy)-N-(4-morpholinophenyl)pyrimidin-2-amine